OC[C@H]1N(C/C(/C1)=N/OC)C(=O)C1=CC=C(C2=C1OCC(N2C)=O)C=2C(=C(C#N)C=CC2)C (S,E)-3-(8-(2-(Hydroxymethyl)-4-(methoxyimino)pyrrolidine-1-carbonyl)-4-methyl-3-oxo-3,4-dihydro-2H-benzo[b][1,4]oxazin-5-yl)-2-methylbenzonitrile